C(C1=CC=CC=C1)OC(=O)C(CCCCCC)C Octane-7-carboxylic acid benzyl ester